2-(5-bromo-2-pyridylazo)-5-[N-propyl-(3-sulfopropyl)amino]phenol disodium salt [Na+].[Na+].BrC=1C=CC(=NC1)N=NC1=C(C=C(C=C1)N(CCC)CCCS(=O)(=O)[O-])O.BrC=1C=CC(=NC1)N=NC1=C(C=C(C=C1)N(CCC)CCCS(=O)(=O)[O-])O